4-(4-methylpiperazin-1-yl)phenethylcarbamic acid tert-butyl ester C(C)(C)(C)OC(NCCC1=CC=C(C=C1)N1CCN(CC1)C)=O